BrC1=C(C=C(C(=C1)OC1=CC=CC=C1)C)C(=N)N(C)CC (2-bromo-5-methyl-4-phenoxyphenyl)-N-ethyl-N-methyl-formamidine